BrC=1C=C(C=CC1)CCC(=O)N(CC)CC 3-(3-bromophenyl)-N,N-diethylpropioamide